FC1=CC=C(C=C1)S(=O)(=O)OC1=C(OC2=CC(=CC(=C2C1=O)OC)OC)C1=CC(=C(C(=C1)OC)OC)OC 5,7-dimethoxy-4-oxo-2-(3,4,5-trimethoxyphenyl)-4H-chromen-3-yl 4-fluorobenzenesulfonate